vanadium molybdenum salt [Mo].[V]